(R)-2-(3-((1,1-dioxidotetrahydro-2H-thiopyran-4-yl)(4-methyl-4H-1,2,4-triazol-3-yl)methyl)phenyl)-6-(((1-methylcyclobutyl)amino)methyl)-4-(trifluoromethyl)isoindolin-1-one O=S1(CCC(CC1)[C@H](C=1C=C(C=CC1)N1C(C2=CC(=CC(=C2C1)C(F)(F)F)CNC1(CCC1)C)=O)C1=NN=CN1C)=O